tert-butyl ((1r,4r)-4-((2-(5-(2-(diisopropylcarbamoyl)-4-fluorophenoxy)pyrimidin-4-yl)-2,7-diazaspiro[3.5]nonan-7-yl)methyl)cyclohexyl)carbamate C(C)(C)N(C(=O)C1=C(OC=2C(=NC=NC2)N2CC3(C2)CCN(CC3)CC3CCC(CC3)NC(OC(C)(C)C)=O)C=CC(=C1)F)C(C)C